5-methyl-1-phenyl-3(1H)pyridone CC=1CC(CN(C1)C1=CC=CC=C1)=O